[Si]([O-])([O-])([O-])[O-].[Al+3].[Ca+2] calcium-aluminum silicate